N1=CN=C(C2=CC=CC=C12)NC(C(=O)O)CC 2-(quinazolin-4-ylamino)butyric acid